C(C=C)(=O)N1[C@@H](C[C@H](CC1)N1C=NC=2C(=NC=3CN(CCC3C21)C2=CC(=CC1=CC=CC=C21)O)N2CC(C2)N(C)C)CC#N 2-((2S,4S)-1-acryloyl-4-(4-(3-(dimethylamino)azetidin-1-yl)-7-(3-hydroxynaphthalen-1-yl)-6,7,8,9-tetrahydro-1H-imidazo[4,5-c][1,7]naphthyridin-1-yl)piperidin-2-yl)acetonitrile